4-isopropylbenzylalcohol C(C)(C)C1=CC=C(CO)C=C1